CN1CCC(CC1)N(C(OC(C)(C)C)=O)[C@H]1CNCCC1 tert-butyl (R)-(1-methylpiperidin-4-yl)(piperidin-3-yl)carbamate